1-(3-chloro-2-hydroxymethylphenyl)-3-(3-fluoro-5-methoxyphenyl)urea ClC=1C(=C(C=CC1)NC(=O)NC1=CC(=CC(=C1)OC)F)CO